ethyl (E)-4-{[4-(8-chloro-1-methyl-4,5-dihydropyrazolo[3,4-b][1]benzazepin-10(1H)-yl)butyl]amino}but-2-enoate maleate C(\C=C/C(=O)O)(=O)O.ClC1=CC2=C(CCC3=C(N2CCCCNC/C=C/C(=O)OCC)N(N=C3)C)C=C1